OC1=C(C2=CC=C(C=C2C=C1)CCC1=CC(=CC=C1)C(F)(F)F)N=NC1=CC=C(C=C1)C(C=CC1=CC=C(C=C1)N=NC1=C(C=CC2=CC(=CC=C12)CCC1=CC(=CC=C1)C(F)(F)F)O)=O 1,3-Bis[4-[[2-hydroxy-6-[2-[3-(trifluoromethyl)phenyl]ethyl]naphthalen-1-yl]diazenyl]phenyl]prop-2-en-1-one